3,3'-Octamethylenebis{1-[3-(triethoxysilyl)propyl]-5-amino-1,2,4-triazole} C(C)O[Si](CCCN1N=C(N=C1N)CCCCCCCCC1=NN(C(=N1)N)CCC[Si](OCC)(OCC)OCC)(OCC)OCC